N1N=CC2=CC(=CC=C12)NC1=NC(=NC=C1)C=1C=CC2=C(OC(CO2)C(=O)NC2=CN=NC=C2)C1 7-(4-((1H-indazol-5-yl)amino)pyrimidin-2-yl)-N-(pyridazin-4-yl)-2,3-dihydro-benzo[b][1,4]dioxine-2-carboxamide